C(CCCCCCCC)CCCCCCCC nonyl-octane